(S)-4-((2-((5-fluoropyridin-3-yl)oxy)ethyl)(4-(5,6,7,8-tetrahydro-1,8-naphthyridin-2-yl)butyl)amino)-2-((6-methylpyrazin-2-yl)amino)butanoic acid FC=1C=C(C=NC1)OCCN(CC[C@@H](C(=O)O)NC1=NC(=CN=C1)C)CCCCC1=NC=2NCCCC2C=C1